N-(trans-4-(3-chloro-4-cyanophenoxy)cyclohexyl)-4-((3-((1R,2R,3S,5R)-2,3-dihydroxy-6,6-dimethylbicyclo[3.1.1]heptan-2-yl)propyl)amino)benzamide ClC=1C=C(O[C@@H]2CC[C@H](CC2)NC(C2=CC=C(C=C2)NCCC[C@]2([C@H]3C([C@@H](C[C@@H]2O)C3)(C)C)O)=O)C=CC1C#N